CC(C)(C)[Si](OC(C=C)C)(C)C (1,1-dimethylethyl)dimethyl-[(1-methyl-2-propen-1-yl)oxy]silane